ClC1=C(C=C(C=C1)C1=CC(=CC=C1)COC=1C=C2CN(C(C2=CC1)=O)C1CC(CC1)O)C(=O)OC1[C@@H]([C@H]([C@@H]([C@H](O1)C(=O)OCC=C)O)O)O allyl (2S,3S,4S,5R)-6-((4-chloro-3'-(((2-(3-hydroxy cyclopentyl)-1-oxoisoindolin-5-yl)oxy)methyl)-[1,1'-biphenyl]-3-carbonyl)oxy)-3,4,5-trihydroxytetrahydro-2H-pyran-2-carboxylate